C(C)C1=C2C(=CC(=CC2=CC=C1F)O)C1=C(C=2N=C(N=C(C2C=N1)N1CC2(CCSC2)CCC1)OC[C@]12CCCN2C[C@@H](C1)F)F 5-ethyl-6-fluoro-4-(8-fluoro-2-(((2R,7aS)-2-fluorohexahydro-1H-pyrrolizin-7a-yl)methoxy)-4-(2-thia-7-azaspiro[4.5]decan-7-yl)pyrido[4,3-d]pyrimidin-7-yl)naphthalen-2-ol